methan-d3-amine hydrochloride Cl.C(N)([2H])([2H])[2H]